1-[5-(difluoromethyl)-1,3,4-thiadiazol-2-yl]-3-[(2,5-dimethylpyrazol-3-yl)methyl]benzimidazol-2-one FC(C1=NN=C(S1)N1C(N(C2=C1C=CC=C2)CC=2N(N=C(C2)C)C)=O)F